2-(2-(bromomethyl)-3-fluoroallyl)isoindole-1,3-dione BrCC(CN1C(C2=CC=CC=C2C1=O)=O)=CF